ClC=1C=C(C=CC1)N1N=C(C=C(C1=O)C(=O)OC)C1=CC=C(C=C1)Cl methyl 2-(3-chlorophenyl)-6-(4-chlorophenyl)-3-oxo-2,3-dihydropyridazine-4-carboxylate